6-fluoro-3-isopropyl-2,3-dihydro-1H-indole FC1=CC=C2C(CNC2=C1)C(C)C